6-(4-((1r,4r)-4-(3-Chloro-4-cyanophenoxy)cyclohexylcarbamoyl)phenoxy)hexanoic Acid ClC=1C=C(OC2CCC(CC2)NC(=O)C2=CC=C(OCCCCCC(=O)O)C=C2)C=CC1C#N